tert-butyl (1R,4R)-5-(4-(((3S,3aR,6S,6aR)-6-((((9H-fluoren-9-yl)methoxy)carbonyl)amino)-hexahydrofuro[3,2-b]furan-3-yl)amino)-4-oxobutanoyl)-2,5-diazabicyclo[2.2.2]octane-2-carboxylate C1=CC=CC=2C3=CC=CC=C3C(C12)COC(=O)N[C@H]1CO[C@H]2[C@@H]1OC[C@@H]2NC(CCC(=O)N2[C@H]1CN([C@@H](C2)CC1)C(=O)OC(C)(C)C)=O